4-(1-((tert-butyldimethylsilyl)oxy)cyclopropyl)-N-methoxy-N-methylbenzamide [Si](C)(C)(C(C)(C)C)OC1(CC1)C1=CC=C(C(=O)N(C)OC)C=C1